Cl.C(C)(C)(C)OC([C@@H](N)CCCC(N)C(=O)OCC1=CC=CC=C1)=O 6-((benzyloxy)carbonyl)-L-lysine tert-butyl ester hydrochloride